C(C1=CC=CC=C1)O[C@@H]1C(=C[C@@H]([C@H]([C@@H]1OCC1=CC=CC=C1)OCC1=CC=CC=C1)COCC1=CC=CC=C1)C1=CC(=C(C=C1)Cl)CC1=CC=C(C=C1)OCC (2R,3S,4R,5R)-2,3,4-tris(benzyloxy)-5-((benzyloxy)methyl)-4'-chloro-3'-(4-ethoxybenzyl)-2,3,4,5-tetrahydro-1,1'-biphenyl